6-isopentenyl-adenine tert-butyl-(3S,4R)-4-((4-(3-(2,6-bis(benzyloxy)pyridin-3-yl)-7-fluoro-1-methyl-1H-indazol-6-yl)piperazin-1-yl)methyl)-3-fluoropiperidine-1-carboxylate C(C)(C)(C)C1N(CC[C@@H]([C@@H]1F)CN1CCN(CC1)C1=CC=C2C(=NN(C2=C1F)C)C=1C(=NC(=CC1)OCC1=CC=CC=C1)OCC1=CC=CC=C1)C(=O)O.C(CC(=C)C)C1(C2=NC=NC2=NC=N1)N